3,5-Dibromo-4-(1,1-difluoropropan-2-yl)-1H-pyrrole-2-carboxylic acid methyl ester COC(=O)C=1NC(=C(C1Br)C(C(F)F)C)Br